6,7-dimethoxy-N-[(pyrrolidin-3-yl)methyl]-1H,2H,3H-cyclopenta[b]quinolin-9-amine COC=1C(=CC=2C(=C3C(=NC2C1)CCC3)NCC3CNCC3)OC